C(C)(C)(C)N1N=CC(=CC1=O)C1=C(C(=CC=C1F)Cl)F Tert-butyl-5-(3-chloro-2,6-difluorophenyl)pyridazin-3(2H)-one